N1C=C(C=C1)S(=O)(=O)Cl 1H-pyrrole-3-sulfonyl chloride